N-(3-(2-(benzo[d]oxazol-2-yl)-6-methyl-7-oxo-6,7-dihydrothieno[2,3-c]pyridin-4-yl)-4-(2,4-difluorophenoxy)phenyl)ethanesulfonamide O1C(=NC2=C1C=CC=C2)C2=CC1=C(C(N(C=C1C=1C=C(C=CC1OC1=C(C=C(C=C1)F)F)NS(=O)(=O)CC)C)=O)S2